ClC1=C(C=C(C=C1N1[C@H](CN(CC1)C[C@@H](CF)O)C)C#N)NC1=NC=2N(C(=N1)NC1CC1)N=CC2C#N 2-({2-chloro-5-cyano-3-[(2S)-4-[(2S)-3-fluoro-2-hydroxypropyl]-2-methylpiperazin-1-yl]phenyl}amino)-4-(cyclopropylamino)pyrazolo[1,5-a][1,3,5]triazine-8-carbonitrile